NC1=NC(=NC(=N1)N)C 2,4-diamino-6-methyl-1,3,5-triazine